COC(CC=1N=CN(C1)C1=CC(=CC=C1)OC(F)(F)F)=O 2-(1-(3-(trifluoromethoxy)phenyl)-1H-imidazol-4-yl)acetic acid methyl ester